N1=C(C=CC=C1)C1=NC=CC=C1.N1=C(C=CC=C1)C1=NC=CC=C1.N1=C(C=CC=C1)C1=NC=CC=C1.[Ru+2] Ruthenium(II) Trisbipyridine